[5-[(tert-butylamino)ethyl]tetrahydrofuran-2-yl]methanol C(C)(C)(C)NCCC1CCC(O1)CO